i-amyl methacrylate butyl-methacrylate C(CCC)OC(C(=C)C)=O.C(C(=C)C)(=O)OCCC(C)C